(S) or (R)-2,4-diaminobutyric acid N[C@H](C(=O)O)CCN |o1:1|